(4-iodo-2-pyridinyl)-2-methyl-propanamide IC1=CC(=NC=C1)C(C(=O)N)(C)C